CC=1C=C(C=CC1C)P(O)(O)=O 3,4-dimethylphenylphosphonic acid